CC1=CC=CC(N1C1=CC(=NC=C1C)N1N=C(C=C1)C1(CNC1)C)=O 6-methyl-1-[5-methyl-2-[3-(3-methylazetidin-3-yl)pyrazol-1-yl]-4-pyridinyl]pyridin-2-one